OC1=CC(=C(C=C1)C=1SC(=CC1Br)C1=C(C=C(C=C1)O)Cl)Cl 2,5-bis(4-hydroxy-2-chlorophenyl)-3-bromothiophene